BrC1=C(CNCC(OC)OC)C=C(C(=C1F)F)OC N-(2-Bromo-3,4-difluoro-5-methoxybenzyl)-2,2-dimethoxyethan-1-amine